4-(1-(4-(3-fluoro-5-(trifluoromethyl)phenyl)-1-(4-(trifluoromethyl)benzyl)-1H-indole-7-carboxamido)cyclopropyl)benzoic acid FC=1C=C(C=C(C1)C(F)(F)F)C1=C2C=CN(C2=C(C=C1)C(=O)NC1(CC1)C1=CC=C(C(=O)O)C=C1)CC1=CC=C(C=C1)C(F)(F)F